FC=1C=C(C=CC1OC1=C2C(=NC=C1)C=C(S2)C2=NC=C(C=C2)CNCCOC)NC(=O)C=2C(N(C=C(C2)C)C2=CC=C(C=C2)F)=O N-(3-fluoro-4-{[2-(5-{[(2-methoxyethyl)amino]methyl}pyridin-2-yl)thieno[3,2-b]pyridine-7-yl]oxy}phenyl)-1-(4-fluorophenyl)-5-methyl-2-oxo-1,2-dihydropyridine-3-carboxamide